Tert-butyl-(4E)-4-{2-[(tert-butyldimethylsilyl)oxy]ethylidene}-3-oxo-2-azabicyclo[3.1.0]hexane-2-carboxylate C(C)(C)(C)OC(=O)N1C2CC2\C(\C1=O)=C/CO[Si](C)(C)C(C)(C)C